CN1N=C(C=C1)C1=C(C=NC(=C1)N1CC2(C1)CC(C2)C(F)(F)F)C2CN(CC2)C(C=C)=O 1-(3-(4-(1-methyl-1H-pyrazol-3-yl)-6-(6-(trifluoromethyl)-2-azaspiro[3.3]heptan-2-yl)pyridin-3-yl)pyrrolidin-1-yl)prop-2-en-1-one